C1(CCCCC1)NC1=C(C=C(C=C1)S(=O)(=O)NC)C=1N=NN(N1)C1=CC=C(C=C1)F 4-(cyclohexylamino)-3-(2-(4-fluorophenyl)-2H-tetrazol-5-yl)-N-methylbenzenesulfonamide